(6R)-Ethyl 2-(1-amino-3-((tert-butyldiphenylsilyl) oxy) propan-2-yl)-5-(4-chloro-3-cyanobenzoyl)-6-methyl-4,5,6,7-tetrahydro-2H-pyrazolo[4,3-c]pyridine-3-carboxylate NCC(CO[Si](C1=CC=CC=C1)(C1=CC=CC=C1)C(C)(C)C)N1N=C2C(CN([C@@H](C2)C)C(C2=CC(=C(C=C2)Cl)C#N)=O)=C1C(=O)OCC